C(OCCCOP(=O)(OCC1=CC=CC=C1)OCC1=CC=CC=C1)(=O)Cl 3-((bis(benzyloxy)phosphoryl)oxy)propyl carbonochloridate